4-(5-(((1R,2S)-2-fluorocyclopropane-1-carboxamido))benzo[d]oxazol-2-yl)picolinic acid methyl ester COC(C1=NC=CC(=C1)C=1OC2=C(N1)C=C(C=C2)NC(=O)[C@@H]2[C@H](C2)F)=O